hexyl 2-ethoxymethyl-3,3-dimethylbutyrate C(C)OCC(C(=O)OCCCCCC)C(C)(C)C